(3-(propan-2-ylidene)cyclobutyl)ethane-1-amine CC(C)=C1CC(C1)C(C)N